(((5,5-dimethyl-dihydro-isoxazol-4-yl)thio)methyl)-1-methyl-3-(trifluoromethyl)-1H-pyrazol-5-ol CC1(C(CNO1)SCC=1C(=NN(C1O)C)C(F)(F)F)C